3-isopropyl-6-((6,7,8,9-tetrahydro-5H-benzo[7]annulen-5-yl)amino)pyrimidine-2,4(1H,3H)-dione C(C)(C)N1C(NC(=CC1=O)NC1CCCCC2=C1C=CC=C2)=O